N-(1-Bromomethyl)phthalimide BrCN1C(C=2C(C1=O)=CC=CC2)=O